ClC1=NC=CC(=C1CN(CC1=CC=C(C=C1)OC)CC1(CC1)O)F 1-({[(2-Chloro-4-fluoropyridin-3-yl)methyl](4-methoxybenzyl)amino}methyl)cyclopropanol